C(=O)O.FC(C=1C=C(C=C(C1)OC)NC1=NC=C(C(=N1)NN1C(OC2=C1C=CC=C2)=O)C)F (2-(3-(difluoromethyl)-5-methoxyphenylamino)-5-methylpyrimidin-4-ylamino)benzo[d]oxazol-2(3H)-one formate